1-(6-((isobutoxycarbonyl)amino)-9H-purin-9-yl)propane C(C(C)C)OC(=O)NC1=C2N=CN(C2=NC=N1)CCC